FC(C1=CC=C(C=C1)C#CCN1C=CC2=CC=CC=C12)(F)F 1-(3-(4-(trifluoromethyl)phenyl)prop-2-yn-1-yl)-1H-indole